5-(2-amino-[1,2,4]triazolo[1,5-a]pyridin-7-yl)-1-ethyl-1H-indole-3-carboxylic acid methyl ester COC(=O)C1=CN(C2=CC=C(C=C12)C1=CC=2N(C=C1)N=C(N2)N)CC